4-amino-N-(6-(((2s,4r)-2-methyl-1-propionyl-1,2,3,4-tetrahydroquinolin-4-yl)amino)pyridin-3-yl)but-2-ynamide NCC#CC(=O)NC=1C=NC(=CC1)N[C@@H]1C[C@@H](N(C2=CC=CC=C12)C(CC)=O)C